9-benzyl-2-(3,5-dimethylisoxazol-4-yl)-9H-purin-6-amine C(C1=CC=CC=C1)N1C2=NC(=NC(=C2N=C1)N)C=1C(=NOC1C)C